ClC=1C=C(C=C(C1)Cl)C1=C2C=CC(=C(C2=CC=C1)N(C)C)NC(=O)[C@H]1CCOC2=CC=CC=C12 (4S)-N-[5-(3,5-dichlorophenyl)-1-(dimethylamino)-2-naphthyl]chromane-4-carboxamide